C(C)C(COCC(CCCC)CC)CCCC di(2-ethyl-hexyl)ether